3-chloro-N-[4-fluoro-5-(2-morpholin-4-ylpyrimidin-5-yl)-2-[(3R,5S)-3,4,5-trimethylpiperazin-1-yl]phenyl]-5-methoxybenzamide ClC=1C=C(C(=O)NC2=C(C=C(C(=C2)C=2C=NC(=NC2)N2CCOCC2)F)N2C[C@H](N([C@H](C2)C)C)C)C=C(C1)OC